NC=1N=NC(=CC1N1CCC(CC1)(C1=CC=CC=C1)OCC(=O)NC1CCNCC1)C1=C(C=CC=C1)O 2-((1-(3-amino-6-(2-hydroxyphenyl)pyridazin-4-yl)-4-phenylpiperidin-4-yl)oxy)-N-(piperidin-4-yl)acetamide